S-[(5-chloro-3-pyridyl)] N,N-dimethylcarbamothioate CN(C(SC=1C=NC=C(C1)Cl)=O)C